C(#N)C=1C(=C(C=CC1F)NC1=C(C(=O)OC)C=C(C=C1)C(F)(F)F)C methyl 2-((3-cyano-4-fluoro-2-methyl-phenyl)amino)-5-(trifluoromethyl)-benzoate